N-((1r,4r)-4-(3-(5-methyl-4-(4-fluoro-2-methoxyphenyl)pyridin-2-yl)ureido)cyclohexyl)acetamide CC=1C(=CC(=NC1)NC(NC1CCC(CC1)NC(C)=O)=O)C1=C(C=C(C=C1)F)OC